OC(CNC1=NC(=CC(=N1)C=1C=C(C=CC1C)NC(=O)N1C[C@@H](CC1)CC(F)(F)F)N1CCOCC1)(C)C (S)-N-(3-(2-((2-hydroxy-2-methylpropyl)amino)-6-morpholinopyrimidin-4-yl)-4-methylphenyl)-3-(2,2,2-trifluoroethyl)pyrrolidine-1-carboxamide